COCCN1N=CC(=C1)NC1=NC=C2C(=N1)N(N=C2)CC=2C=C(C=CC2)O 3-((6-((1-(2-methoxyethyl)-1H-pyrazol-4-yl)amino)-1H-pyrazolo[3,4-d]pyrimidin-1-yl)methyl)phenol